C1(=CC=CC=C1)C1=C(C=C(C=C1)C1=CC=CC=C1)C1=CC=C2C(=CC=C3C4=C(C=CC5=C(C=CC(C1=C23)=C45)Br)C4=CC=CC=C4)Br 1-([1,1':4',1''-terphenyl]-2'-yl)-4,10-dibromo-7-phenylperylene